trans-6-chloro-7-(3-fluorophenyl)-N2-(4-tert-butyloxyimino-cyclohexyl)-3,4-dihydropyrrolo[1,2-a]pyrazine-2,8(1H)-dicarboxamide ClC1=C(C(=C2N1CCN(C2)C(=O)NC2CCC(CC2)=NOC(C)(C)C)C(=O)N)C2=CC(=CC=C2)F